N[C@H](C=1OC2=C(N1)C=C(C=C2)[C@H](COC)N2C(N[C@H](C2)C(F)F)=O)C2CCC(CC2)(F)F (R)-1-((R)-1-(2-((S)-amino(4,4-difluorocyclohexyl)methyl)benzo[d]-oxazol-5-yl)-2-methoxyethyl)-4-(difluoromethyl)imidazolidin-2-one